6-amino-α,α-dimethyl-3-pyridinemethanol NC1=CC=C(C=N1)C(O)(C)C